2-((2-(3-(benzyloxy)pyrrolidin-1-yl)ethyl)thio)-1,4-dihydroquinazoline C(C1=CC=CC=C1)OC1CN(CC1)CCSC=1NC2=CC=CC=C2CN1